BrC1=C(C=CC=C1)C1=C(C(=CC(=C1)C(C)(CC(C)(C)C)C)C12CC3CC(CC(C1)C3)C2)OCOC 1-(2'-bromo-2-(methoxymethoxy)-5-(2,4,4-trimethylpentan-2-yl)-[1,1'-biphenyl]-3-yl)adamantane